ethyl 7-amino-2,3-dihydrofuro[2,3-g]quinoline-6-carboxylate NC=1C(=NC=2C=C3C(=CC2C1)OCC3)C(=O)OCC